FC1=C2C(=CC(=CC2=CC=C1)O)C=1C(=CC2=C(N=C(N=C2N2[C@@H](CNCC2)C)OC[C@H]2N(CCC2)C)N1)F 5-fluoro-4-(6-fluoro-4-((R)-2-methylpiperazin-1-yl)-2-(((S)-1-methylpyrrolidin-2-yl)methoxy)pyrido[2,3-d]pyrimidin-7-yl)naphthalen-2-ol